[Cl-].C(CCCCCCCC)[NH+]1CC(CC1)C 1-Nonyl-3-Methylpyrrolidinium chlorid